COC(C(CC(=O)OC)CC1=C(C=CC=C1)OCCCC)=O 2-butoxybenzylsuccinic acid dimethyl ester